5,6-difluoronaphthalen-1-yl trifluoromethanesulfonate FC(S(=O)(=O)OC1=CC=CC2=C(C(=CC=C12)F)F)(F)F